CC(CCCC=1C=2C(N3CCNCC(OC4=CC(=NC(NS(C(=CC1)C2)(=O)=O)=N4)C4=C(C=CC=C4C)C)C3)=O)(C)C (4,4-dimethylpentyl)-12-(2,6-dimethylphenyl)-15-oxa-8λ6-thia-1,9,11,18,22-pentaazatetracyclo[14.4.1.13,7.110,14]tricosa-3(23),4,6,10(22),11,13-hexaene-2,8,8-trione